FC(C1=NC(=NC=C1)/C=C/C(=O)OC(C)(C)C)(F)F tert-butyl (E)-3-(4-(trifluoromethyl)pyrimidin-2-yl)acrylate